BrC1=CC2=C(OCCN2C(=O)OC(C)C)N=C1.[P].[Ca] calcium phosphorus isopropyl 7-bromo-2,3-dihydro-1H-pyrido[2,3-b][1,4]oxazine-1-carboxylate